tert-butyl (S)-2-(methyl(4-(3-(N-methylmethylsulfonamido)phenyl)thiazol-2-yl)carbamoyl)-pyrrolidine-1-carboxylate CN(C(=O)[C@H]1N(CCC1)C(=O)OC(C)(C)C)C=1SC=C(N1)C1=CC(=CC=C1)N(S(=O)(=O)C)C